O=C1N(C(C2=CC=CC=C12)=O)C1OCCC(C1)C(=O)O.CN(C=1C=C(C2=CC=CC=C2C1)C1(CC1)NC(C1=C(C=CC(=C1)OCC1N(CC1)C)C)=O)C N-(1-(3-(Dimethylamino)naphthalen-1-yl)cyclopropyl)-2-methyl-5-((1-methyl-azetidin-2-yl)methoxy)benzamide 1,3-dioxoisoindolin-2-yl-tetrahydro-2H-pyran-4-carboxylate